N-ethyl-5-fluoro-2-[1-methyl-6-(1-{[(1r,4r)-4-ethanesulfonamidocyclohexyl]methyl}pyrrolidin-3-yl)-1H-pyrazolo[3,4-b]pyridin-4-yl]-N-(isopropyl)benzamide C(C)N(C(C1=C(C=CC(=C1)F)C1=C2C(=NC(=C1)C1CN(CC1)CC1CCC(CC1)NS(=O)(=O)CC)N(N=C2)C)=O)C(C)C